C(C)(C)(C)OC(=O)N[C@@H](C(=O)N[C@@H](C)C(=O)O)CCC1=CC=CC=C1 ((R)-2-((tert-Butoxycarbonyl)amino)-4-phenylbutyryl)-L-alanine